CC1=C(C=NN1CCC(F)(F)F)C(=O)N 5-methyl-1-(3,3,3-trifluoropropyl)-1H-pyrazole-4-carboxamide